tert-Butyl 2-(6-hydroxymethylpyridin-3-yl)pyrrolidinecarboxylate OCC1=CC=C(C=N1)C1N(CCC1)C(=O)OC(C)(C)C